butyl 4-((1-(4-(2,4-dioxotetrahydropyrimidin-1(2H)-yl)phenyl)pyrrolidin-3-yl)methyl)piperazine-1-carboxylate O=C1N(CCC(N1)=O)C1=CC=C(C=C1)N1CC(CC1)CN1CCN(CC1)C(=O)OCCCC